7-hydroxyhexahydroindolizin-3(2H)-one OC1CCN2C(CCC2C1)=O